CN1N=C2C(C(NCC2)=O)=C1 2-Methyl-2,5,6,7-tetrahydro-4H-pyrazolo[4,3-c]pyridin-4-one